NCCCOC1=C(C=C2C(=NC(N(C2=C1)C)=O)N1CCOCC2=C1C=CC=C2C#CC2(CC2)C(F)(F)F)Cl 7-(3-aminopropoxy)-6-chloro-1-methyl-4-(6-((1-(trifluoromethyl)cyclopropyl)ethynyl)-2,3-dihydrobenzo[e][1,4]oxazepin-1(5H)-yl)quinazolin-2(1H)-one